(2-(pyridin-4-yloxy)ethoxy)benzaldehyde N1=CC=C(C=C1)OCCOC1=C(C=O)C=CC=C1